Ethyl-D-glucamin C(C)NC[C@H](O)[C@@H](O)[C@H](O)[C@H](O)CO